O=C1NC(CC[C@@H]1NC1=CC(=C(C=C1)N1CCC(CC1)(C(=O)OCC1=CC=CC=C1)O)F)=O benzyl 1-[4-[[(3S)-2,6-dioxo-3-piperidyl]amino]-2-fluoro-phenyl]-4-hydroxy-piperidine-4-carboxylate